FC(C(O)C=1C(=CC=C2C=CC(=CC12)C#N)O)F 8-(2,2-difluoro-1-hydroxyethyl)-7-hydroxy-2-naphthalenenitrile